CC1(C=CC=C1)[Pt](C)(C)C methyl-(trimethyl)cyclopentadienyl-platinum